C1(CC1)C=1C(=C(O[C@H]2CC3(CN(C3)C(=O)C3CC(C3)(C)O)CC2)C=CC1)C |r| (rac)-(6-(3-Cyclopropyl-2-methylphenoxy)-2-azaspiro[3.4]octan-2-yl)((1s,3s)-3-hydroxy-3-methylcyclobutyl)methanone